3-((4,4-bis(((Z)-oct-5-en-1-yl)oxy)butanoyl)oxy)-2-(((3-(3-(dimethylamino)pyrrolidin-1-yl)propanoyl)oxy)methyl)propyl (9Z,12Z)-octadeca-9,12-dienoate C(CCCCCCC\C=C/C\C=C/CCCCC)(=O)OCC(COC(CCC(OCCCC\C=C/CC)OCCCC\C=C/CC)=O)COC(CCN1CC(CC1)N(C)C)=O